3-fluoro-5-methoxy-2',2''-dimethyl-3''-(pyrido[3,4-b]pyrazin-8-ylamino)-[1,1':3',1''-terphenyl]-4-carbaldehyde FC=1C=C(C=C(C1C=O)OC)C1=C(C(=CC=C1)C1=C(C(=CC=C1)NC1=CN=CC2=NC=CN=C21)C)C